(R)-1',1'-Difluoro-2-(4-fluorophenyl)-3-(6-methyl-1H-pyrazolo[3,4-b]pyridin-4-yl)spiro[4,6-dihydropyrrolo[1,2-b]pyrazole-5,2'-cyclopropane] FC1([C@@]2(C1)CC=1N(N=C(C1C1=C3C(=NC(=C1)C)NN=C3)C3=CC=C(C=C3)F)C2)F